N-(β-aminoethyl)γ-aminopropylmethyldiethoxysilane NCCNCCC[Si](OCC)(OCC)C